C(CC)C(C(=O)Cl)CCC 2-propylpentanoyl chloride